C(N)(=O)C1=C(C=CC(=C1)F)NC(=O)C12CC(C(C1)C2)=O N-(2-carbamoyl-4-fluorophenyl)-3-oxobicyclo[2.1.1]hexane-1-carboxamide